[Br].[Zn] zinc bromine